4-(3-phenylprop-1-en-2-yl)benzonitrile C1(=CC=CC=C1)CC(=C)C1=CC=C(C#N)C=C1